N,N''-di(3-pentyl)-N,N',N''-trimethyl(diethylenetriamine) CCC(CC)N(CCN(CCN(C)C(CC)CC)C)C